C(CC1=CC=CC=C1)OC1=CC=C(C=N1)N 6-phenethoxypyridin-3-amine